methyl 2-(2-(2-(4-(1,4-dioxane-2-carboxamido)piperidin-1-yl)thiazole-4-carboxamido)acrylamido)acrylate O1C(COCC1)C(=O)NC1CCN(CC1)C=1SC=C(N1)C(=O)NC(C(=O)NC(C(=O)OC)=C)=C